BrC1=C(C=C(C(=O)N2CC=3N=C(N(C(C3C[C@H]2C)=O)C2=CC=C(C(=O)NC)C=C2)C(C(C)C)O)C=C1)C(F)(F)F 4-((R)-7-(4-bromo-3-(trifluoromethyl)benzoyl)-2-(1-hydroxy-2-methylpropyl)-6-methyl-4-oxo-5,6,7,8-tetrahydropyrido[3,4-d]pyrimidin-3(4H)-yl)-N-methylbenzamide